(2S)-4-[3-chloro-4-(trifluoromethyl)phenyl]-2-(9H-fluoren-9-yl-methoxycarbonyl-amino)butanoic acid ClC=1C=C(C=CC1C(F)(F)F)CC[C@@H](C(=O)O)N(C(=O)OC)C1C2=CC=CC=C2C=2C=CC=CC12